O[C@H]1C(=O)OCC1 (R)-α-hydroxy-γ-butyrolactone